6-[1-(2-hydroxyethyl)-6-oxo-1,6-dihydropyridin-3-yl]-5-(1,3-Oxazol-2-yl)pyrazine-2-carboxamide OCCN1C=C(C=CC1=O)C1=C(N=CC(=N1)C(=O)N)C=1OC=CN1